2-amino-3H-benzothieno[3,2-b]azepine-4-carboxylic acid NC=1CC(=CC2=C(N1)C1=C(S2)C=CC=C1)C(=O)O